CN1C=NC=C1C=1C=CC2=C(C=C(O2)C2=CC(=NC=C2)C(=O)O)C1 4-(5-(1-methyl-1H-imidazol-5-yl)benzofuran-2-yl)picolinic acid